[NH+]1=CC=CC=C1.C(CC)S(=O)(=O)OO hydroxy propanesulfonate pyridinium salt